O1C=C(C2=C1C=CC=C2)C[C@H](NS(=O)(=O)C2=CC(=CC=C2)[N+](=O)[O-])B(O)O (R)-(2-(benzofuran-3-yl)-1-(3-nitrophenylsulfonamido)ethyl)boronic acid